1-(4-cyanophenyl)-6-methoxy-6-oxo-5-phenylhexane-3-yl benzoate C(C1=CC=CC=C1)(=O)OC(CCC1=CC=C(C=C1)C#N)CC(C(=O)OC)C1=CC=CC=C1